3-iodo-1,6-naphthyridine IC=1C=NC2=CC=NC=C2C1